NC1=C2C(=NC=N1)N(N=C2C2=CC=C(C=C2)OC2=CC=CC=C2)C2C(CC(CC2)CN2C1CN(C(C2)CC1)C=1C=C2CN(CC2=CC1)C1C(NC(CC1)=O)=O)F 5-(5-((4-(4-amino-3-(4-phenoxyphenyl)-1H-pyrazolo[3,4-d]pyrimidin-1-yl)-3-fluorocyclohexyl)methyl)-2,5-diazabicyclo[2.2.2]octan-2-yl)-2-(2,6-dioxopiperidin-3-yl)isoindoline